N-(1'-(6-methyl-2-(1-(methylsulfonyl)piperidin-3-yl)pyrimidin-4-yl)-1',2'-dihydrospiro[cyclopropane-1,3'-pyrrolo[3,2-c]pyridin]-6'-yl)acetamide CC1=CC(=NC(=N1)C1CN(CCC1)S(=O)(=O)C)N1CC2(C=3C=NC(=CC31)NC(C)=O)CC2